N-((1r,4r)-4-(difluoromethyl)cyclohexyl)-6-(1H-imidazol-1-yl)-3-methylpicolinamide FC(C1CCC(CC1)NC(C1=NC(=CC=C1C)N1C=NC=C1)=O)F